diethyl 4,5-dimethylcyclohex-4-ene-1,2-dicarboxylate CC=1CC(C(CC1C)C(=O)OCC)C(=O)OCC